NC1CCN(CC1)CCOC=1C=C2C(N(C(C2=CC1)=O)C1C(NC(CC1)=O)=O)=O 5-(2-(4-aminopiperidin-1-yl)ethoxy)-2-(2,6-dioxopiperidin-3-yl)isoindoline-1,3-dione